butyltin trisoctanoate C(CCCCCCC)(=O)[O-].C(CCCCCCC)(=O)[O-].C(CCCCCCC)(=O)[O-].C(CCC)[Sn+3]